N-{3-[5-(dimethylamino)-2H-pyrazolo[3,4-b]pyridin-2-yl]-4-fluorophenyl}azetidine CN(C1=CC=2C(N=C1)=NN(C2)C=2C=C(C=CC2F)N2CCC2)C